FC1=C(C=CC(=C1)B1OC(C(O1)(C)C)(C)C)NC(=O)NC1=CC(=NN1C1=CC=CC=C1)C 1-(2-Fluoro-4-(4,4,5,5-tetramethyl-1,3,2-dioxaborolan-2-yl)phenyl)-3-(3-methyl-1-phenyl-1H-pyrazol-5-yl)urea